4-Chloro-2-cyclopropyl-6-methyl-6H-[1,4]oxazino[3,2-g]quinazolin-7(8H)-one ClC1=NC(=NC2=CC3=C(C=C12)N(C(CO3)=O)C)C3CC3